6-bromo-7-methoxyfuro[3,2-c]pyridine BrC1=C(C2=C(C=N1)C=CO2)OC